CN1N=C(C=C1)C=1C=C(C=CC1N)C1=CC=C(C=C1)C(F)(F)F 3-(1-methyl-1H-pyrazol-3-yl)-4'-(trifluoromethyl)-[1,1'-biphenyl]-4-amine